fluorenylmethoxycarbonyl-N-trityl-L-asparagine C1(=CC=CC=2C3=CC=CC=C3CC12)COC(=O)N([C@@H](CC(N)=O)C(=O)O)C(C1=CC=CC=C1)(C1=CC=CC=C1)C1=CC=CC=C1